CC1=NC2=CC=C(C=C2NC1=O)C(=O)OCC ethyl 2-methyl-3-oxo-3,4-dihydroquinoxaline-6-carboxylate